6-methoxy-N-(4-methylphenyl)-2-(4-methylsulfanyl-2-pyridinyl)-5-(trifluoromethyl)4-pyrimidinamine COC1=C(C(=NC(=N1)C1=NC=CC(=C1)SC)NC1=CC=C(C=C1)C)C(F)(F)F